ClCC1=CC(=C(C=C1)N1N=C(C=C1C)C(F)(F)F)F 1-(4-(chloromethyl)-2-fluorophenyl)-5-methyl-3-(trifluoromethyl)-1H-pyrazole